3-((1H-benzo[d]imidazol-2-yl)(5-fluoro-2-hydroxyphenyl)methyl)-7-iodo-2,3-dihydro-4H-benzo[e][1,3]oxazin-4-one N1C(=NC2=C1C=CC=C2)C(N2COC1=C(C2=O)C=CC(=C1)I)C1=C(C=CC(=C1)F)O